N-(4-methoxy-1H-indole-2-carbonyl)-L-leucyl-3-[(3S)-2-oxopyrrolidin-3-yl]-L-alaninamide COC1=C2C=C(NC2=CC=C1)C(=O)N[C@@H](CC(C)C)C(=O)N[C@@H](C[C@H]1C(NCC1)=O)C(=O)N